ClC1=C2C(N(C(NC2=CC(=C1)C=O)=O)CC)=O 5-chloro-3-ethyl-2,4-dioxo-1,2,3,4-tetrahydroquinazoline-7-carbaldehyde